methyl (6-(1-(2,2-difluoroethyl)-4-(4-fluorophenyl)-1H-imidazol-5-yl)imidazo[1,2-b]pyridazin-3-yl)carbamate FC(CN1C=NC(=C1C=1C=CC=2N(N1)C(=CN2)NC(OC)=O)C2=CC=C(C=C2)F)F